ClC1=C(CN(CCCOC=2C=C(C=CC2)CC(=O)O)CC(C2=CC=CC=C2)C2=CC=CC=C2)C=CC=C1C(F)(F)F 2-(3-(3-((2-chloro-3-(trifluoromethyl)benzyl)(2,2-diphenylethyl)amino)propoxy)phenyl)acetic acid